(2R)-2-(dibenzylamino)-N-methoxy-N-methyl-propanamide C(C1=CC=CC=C1)N([C@@H](C(=O)N(C)OC)C)CC1=CC=CC=C1